C1(=CC=CC=C1)C(C)(C1=CC(=C(C=C1)O)F)C1=CC(=C(C=C1)O)F 1-phenyl-1,1-bis(3-fluoro-4-hydroxyphenyl)ethane